3-(2-(Trifluoromethyl)pyridin-4-yl)pyrazolo[1,5-a]pyridin-6-ol FC(C1=NC=CC(=C1)C=1C=NN2C1C=CC(=C2)O)(F)F